(1R,2S,3''R,4R,5'S,6R)-6-((acetamidooxy)methyl)dispiro[bicyclo[2.2.1]heptane-2,3'-[1,2,4]trioxolane-5',1''-cyclohexan]-3''-yl (4-nitrophenyl) carbonate C(O[C@H]1C[C@@]2(CCC1)O[C@@]1(OO2)[C@H]2[C@@H](C[C@@H](C1)C2)CNC(C)=O)(OC2=CC=C(C=C2)[N+](=O)[O-])=O